C(C)(C)(C)OC(N(C)CC1=C(C=CC=C1)C1=CSC(=C1)C(C)NS(=O)C(C)(C)C)=O.C(C)OCN(CCC[Si](OCC)(OCC)OCC)COCC {3-[bis(ethoxymethyl)amino]propyl}triethoxysilane tert-butyl-(2-(5-(1-((tert-butylsulfinyl)amino)ethyl)thiophen-3-yl)benzyl)(methyl)carbamate